NCC1=CC=C(C=C1)CSC1=C(C(=NN1C(=O)C=1OC=CC1)C1C(N(CCC1C)CC(=O)N1CCOCC1)=O)OC 3-[5-({[4-(Aminomethyl)phenyl]methyl}sulfanyl)-1-(furan-2-carbonyl)-4-methoxy-1H-pyrazol-3-yl]-4-methyl-1-[2-(morpholin-4-yl)-2-oxoethyl]piperidin-2-on